ClC=1C=C(CSC2=NN=C3N2C(=CC(N3)=O)CCC)C=CC1 3-[(3-chlorobenzyl)sulfanyl]-5-propyl[1,2,4]triazolo[4,3-a]pyrimidin-7(8H)-one